C[C@]\1(C[C@H](\C=C(/CC\C=C(/CC[C@H](\C=C1)C(C)C)\C)\C)O)O (1R,3R,4Z,8Z,12S,13Z)-1,5,9-trimethyl-12-propan-2-yl-cyclotetradec-4,8,13-triene-1,3-diol